CC=1N=C(SC1C(=O)OCC)NC(CC(C1CCNCC1)NC(C1=CC(=CC=C1)C1=NOC(=N1)C)=O)=O ethyl 4-methyl-2-[[3-[[3-(5-methyl-1,2,4-oxadiazol-3-yl)benzoyl]amino]-3-(4-piperidyl)propanoyl]amino]thiazole-5-carboxylate